COCCOC(=O)C=1C(=NN(C1)C)OCCOC 3-(2-methoxyethoxy)-1-methyl-1H-pyrazole-4-carboxylic acid 2-methoxyethyl ester